N6-methyl-N4-(4-(5-((2-methylpyridin-4-yl)amino)-1H-benzo[d]imidazol-2-yl)phenyl)quinoline-4,6-diamine CNC=1C=C2C(=CC=NC2=CC1)NC1=CC=C(C=C1)C1=NC2=C(N1)C=CC(=C2)NC2=CC(=NC=C2)C